C(C)C1=CC=C(C=C1)CC(C#N)(C)C 4-ethyl-α,α-dimethyl-phenylpropionitrile